OC1=C(C=C(C=C1)C(C)(C)CC(C)(C)C)N1N=C2C(=N1)C=CC=C2 2-(2'-hydroxy-5-tert-octylphenyl)benzotriazole